di-(m-bromophenyl)methylene(cyclopentadienyl)(2,7-dimethyl-3,6-di-tert-butylfluorenyl)zirconium dichloride [Cl-].[Cl-].BrC=1C=C(C=CC1)C(=[Zr+2](C1=C(C(=CC=2C3=CC(=C(C=C3CC12)C)C(C)(C)C)C(C)(C)C)C)C1C=CC=C1)C1=CC(=CC=C1)Br